C(C)C(COC(=O)C1CCC(CC1)C(=O)OCC(CCCC)CC)CCCC DI(2-ETHYLHEXYL)CYCLOHEXAN-1,4-DICARBOXYLAT